ClC=1C=C(C=2C3=C(N(C2C1F)C)CCN(C3)C(CO)=O)O 1-(7-chloro-6-fluoro-9-hydroxy-5-methyl-3,4-dihydro-1H-pyrido[4,3-b]indol-2-yl)-2-hydroxy-ethanone